(S)-3-(4-(4-((5-azidopentyl)oxy)phenethoxy)-3-fluorophenyl)-3-(2-oxo-3-(3-(5,6,7,8-tetrahydro-1,8-naphthyridin-2-yl)propyl)imidazolidin-1-yl)propanoic acid N(=[N+]=[N-])CCCCCOC1=CC=C(CCOC2=C(C=C(C=C2)[C@H](CC(=O)O)N2C(N(CC2)CCCC2=NC=3NCCCC3C=C2)=O)F)C=C1